3-(3-isopropyl-1-cyclopenten-1-yl)-2-methylpropionaldehyde C(C)(C)C1C=C(CC1)CC(C=O)C